C(C)(C)(C)OC(=O)N1[C@@H](C[C@H](CC1)N1N=NC=2C(=NC=3C(=C(C(=CC3C21)C)C2=NN(C1=CC=CC=C21)C)F)S(=O)C)CC#N (2S,4S)-2-(cyanomethyl)-4-(6-fluoro-8-methyl-7-(1-methyl-1H-indazol-3-yl)-4-(methylsulfinyl)-1H-[1,2,3]triazolo[4,5-c]quinolin-1-yl)piperidine-1-carboxylic acid tert-butyl ester